(R)-2-(N-[4-Amino-5-(pyridin-4-carbonyl)thiazol-2-yl]-3,4-difluoroanilino)propanamid NC=1N=C(SC1C(=O)C1=CC=NC=C1)N(C1=CC(=C(C=C1)F)F)[C@@H](C(=O)N)C